C(C)(C)(C)OC(=O)NCCCCCCN1C(=CC=2C1=NC(=CC2)C=2C(=NC=CC2)F)C2=NC1=C(N2C)C(=CC(=C1)C(=O)OC)OC methyl 2-(1-(6-((tert-butoxycarbonyl)amino)hexyl)-6-(2-fluoropyridin-3-yl)-1H-pyrrolo[2,3-b]pyridin-2-yl)-7-methoxy-1-methyl-1H-benzo[d]imidazole-5-carboxylate